C(C)OC(=O)C=1CN(CCC1C1=CC=CC=C1)C(=O)OC(C)(C)C 4-phenyl-5,6-dihydropyridine-1,3(2H)-dicarboxylic acid 1-tert-butyl 3-ethyl ester